O1CCN(CC1)C1=CC=C(C=N1)N1[CH-]O[C@H](C1=O)CNC(=O)C=1OC=CC1 (S)-N-{[(3-(6-morpholinopyridin-3-yl)-2-oxazolidone-5-yl)]Methyl}furan-2-carboxamide